CC1(NC(C=2C1=NC(=CC2)C2=CNC1=C(C(=CC=C21)F)C#N)=O)C 3-(7,7-Dimethyl-5-oxo-6,7-dihydro-5H-pyrrolo[3,4-b]pyridin-2-yl)-6-fluoro-1H-indole-7-carbonitrile